FC(OC=1C=C(C=CC1)OB(O)O)(F)F [3-(trifluoromethoxy)phenyl]boric acid